(7-(Benzyloxy)quinolin-2-yl)methyl 4-methylbenzenesulfonate CC1=CC=C(C=C1)S(=O)(=O)OCC1=NC2=CC(=CC=C2C=C1)OCC1=CC=CC=C1